N-(7-morpholino-5-(((1s,4s)-4-(pyrimidin-2-ylamino)cyclohexyl)oxy)-1,6-naphthyridin-3-yl)ethanesulfonamide O1CCN(CC1)C1=NC(=C2C=C(C=NC2=C1)NS(=O)(=O)CC)OC1CCC(CC1)NC1=NC=CC=N1